C[C@H]1[C@@H]([C@H]([C@H]([C@@H](O1)O[C@@H]2[C@H]([C@@H]([C@H](O[C@H]2O[C@H]3C[C@@]4([C@H](C[C@H]([C@H]5[C@]4(CC[C@@H]5[C@](C)(CCC=C(C)C)O)C)O)[C@@]6([C@@H]3C([C@H](CC6)O)(C)C)C)C)CO)O)O)O)O)O The molecule is a ginsenoside found in Panax species that is dammarane which is substituted by hydroxy groups at the 3beta, 6alpha, 12beta and 20 pro-S positions, in which the hydroxy group at position 6 has been converted to the corresponding alpha-L-rhamnopyranosyl-(1->2)-beta-D-glucopyranoside, and in which a double bond has been introduced at the 24-25 position. It has a role as a plant metabolite, a cardioprotective agent and an anticoagulant. It is a beta-D-glucoside, a 12beta-hydroxy steroid, a 3beta-hydroxy steroid, a ginsenoside, a tetracyclic triterpenoid, a disaccharide derivative, a 20-hydroxy steroid and a 3beta-hydroxy-4,4-dimethylsteroid. It derives from a hydride of a dammarane.